C(#N)C1=CC=C(C=N1)N(CCC1OCC(CO1)(CO)NC(OC(C)(C)C)=O)CC1=CC(=C(C=C1)OC)F tert-butyl ((2r,5r)-2-(2-((6-cyanopyridin-3-yl)(3-fluoro-4-methoxybenzyl)amino)ethyl)-5-(hydroxymethyl)-1,3-dioxan-5-yl)carbamate